ClC1=C(C=C(C=C1)CNC(N(C1CCN(CC1)C)CC1=C(C=C(C=C1)F)F)=O)OC 3-[(4-chloro-3-methoxyphenyl)methyl]-1-[(2,4-difluorophenyl)methyl]-1-(1-methylpiperidin-4-yl)urea